ethyl (1S,2S)-2-((4-(1-methyl-5-(((2-(trimethylsilyl)ethoxy)carbonyl)amino)-1H-1,2,3-triazol-4-yl)phenyl)carbamoyl)cyclohexane-1-carboxylate CN1N=NC(=C1NC(=O)OCC[Si](C)(C)C)C1=CC=C(C=C1)NC(=O)[C@@H]1[C@H](CCCC1)C(=O)OCC